C(C)N(CCCC(=O)OC(CCCCCCCCO[Si](C(C)(C)C)(C)C)CCCCCCCCO[Si](C(C)(C)C)(C)C)CC 2,2,3,3,23,23,24,24-octamethyl-4,22-dioxa-3,23-disilapentacosan-13-yl 4-(diethylamino)butanoate